O[C@H]1[C@H](O)[C@@H](O)[C@@H](O)[C@H](O1)CO β-galactopyranose